OC1=C(C(=O)N(C=2C=C3C=CC=NC3=CC2)C)C=C(C(=C1)O)C(C)C 2,4-dihydroxy-5-isopropyl-N-methyl-N-(quinolin-6-yl)benzamide